C(CCCCCCCCCCCCC)(=O)OCC ethyl tetradecanoate